6-(4-(aminomethyl)phenyl)-1H-imidazo[4,5-b]pyridin-2(3H)-one bis-TFA Salt OC(=O)C(F)(F)F.OC(=O)C(F)(F)F.NCC1=CC=C(C=C1)C=1C=C2C(=NC1)NC(N2)=O